C1(CC1)OC1=C(C=C2C=C(C=C(C2=C1)CCNC(C)=O)F)F N-(2-(7-cyclopropoxy-3,6-difluoronaphthalen-1-yl)ethyl)acetamide